C[C@H](O)[C@@H](O)[C@H](O)[C@H](O)CO 1-deoxy-D-glucitol